2-((1r,5S,6r)-3-(7,7-difluoro-2-((S)-2-methylazetidin-1-yl)-6,7-dihydro-5H-cyclopenta[d]pyrimidin-4-yl)-3-azabicyclo[3.1.0]hex-6-yl)-1-(4-methylpiperazin-1-yl)ethan-1-one FC1(CCC2=C1N=C(N=C2N2C[C@@H]1C([C@@H]1C2)CC(=O)N2CCN(CC2)C)N2[C@H](CC2)C)F